C(C)(C)(C)OC(=O)N1C[C@@H](OCC1)C(N(C)OC)=O (2R)-2-[methoxy(methyl)carbamoyl]morpholine-4-carboxylic acid tert-butyl ester